Ethyl Trans-2-Octenoate (ethyl (E)-oct-2-enoate) C(C)/C(/C(=O)O)=C\CCCCC.C(\C=C\CCCCC)(=O)OCC